O=C1C2CC2C(N1CC1=CC2=NC=CC(=C2S1)C=1C=C(C=C2CCCN(C12)[C@@H]1CNC2(C1)CCCC2)C#N)=O 8-(2-((2,4-dioxo-3-azabicyclo[3.1.0]hexan-3-yl)methyl)thieno[3,2-b]pyridin-7-yl)-1-((S)-1-azaspiro[4.4]nonan-3-yl)-1,2,3,4-tetrahydroquinoline-6-carbonitrile